NC1=NC=NC=2N(C3=CC=CC=C3C21)CC(=O)N2[C@@H]1C[C@@H]1C[C@H]2C(=O)NC2=NC(=CC=C2)Br (1R,3S,5R)-2-(2-(4-amino-9H-pyrimido[4,5-b]indol-9-yl)acetyl)-N-(6-bromopyridin-2-yl)-2-azabicyclo[3.1.0]hexane-3-carboxamide